2,6-dibromo-4-chlorophenol BrC1=C(C(=CC(=C1)Cl)Br)O